(R)-3-(4-bromophenoxy)-2-((tert-butyldimethyl-silyl)oxy)propionamide BrC1=CC=C(OC[C@H](C(=O)N)O[Si](C)(C)C(C)(C)C)C=C1